BrC1=CC=C(C2=CC=CC=C12)C(C)NC(=O)C=1C=C(NC2CCN(CC2)C(=O)OC(C)(C)C)C=CC1C tert-butyl 4-[3-[1-(4-bromo-1-naphthyl)ethylcarbamoyl]-4-methyl-anilino]piperidine-1-carboxylate